(S)-N-(6-fluoro-2,2-dimethylchroman-4-yl)-4-(trifluoromethoxy)benzene-sulfonamide FC=1C=C2[C@H](CC(OC2=CC1)(C)C)NS(=O)(=O)C1=CC=C(C=C1)OC(F)(F)F